1-{4-[2-methyl-4-({(1R)-1-[2-methyl-3-(trifluoromethyl)phenyl]ethyl}amino)pyrido[2,3-d]pyrimidin-6-yl]-3,6-dihydropyridin-1(2H)-yl}ethan-1-one hydrogen chloride Cl.CC=1N=C(C2=C(N1)N=CC(=C2)C=2CCN(CC2)C(C)=O)N[C@H](C)C2=C(C(=CC=C2)C(F)(F)F)C